ethyl-N-tetradecyl-prop-2-enamide C(C)C(C(=O)NCCCCCCCCCCCCCC)=C